2-methyl-[(1-oxo-2-propenyl)amino]1-propanesulfonic acid acrylamide C(C=C)(=O)N.CC(C(S(=O)(=O)O)NC(C=C)=O)C